5,6-dichloro-2-isopropylaminobenzimidazole ClC1=CC2=C(N=C(N2)NC(C)C)C=C1Cl